CC1=C(C=CC=C1)C1=NN2C(=NC=3C=CC=CC3C2=N1)NC1C(NCC1)=O 3-{[2-(2-methylphenyl)[1,2,4]triazolo[1,5-c]quinazolin-5-yl]amino}pyrrolidin-2-one